3-thiomorpholinoquinoxalin-2(1H)-one S1CCN(CC1)C=1C(NC2=CC=CC=C2N1)=O